C(C)O[C@H]1[C@H](C1)/C=C/C1=CC=CC=C1 ((E)-2-((1r,2r)-2-ethoxycyclopropyl)vinyl)benzene